C(C)(C)(C)C(CS(=O)(=O)[O-])CCNC1CCCCC1.[Na+] sodium 2-tert-butyl-4-(cyclohexylamino)-1-butanesulfonate